C(C)(C)OC(=O)C1CC(C1)N(C=1C2=C(N=CN1)NC=C2)C (1s,3s)-3-(methyl-(7H-pyrrolo[2,3-d]pyrimidin-4-yl)amino)cyclobutane-1-carboxylic acid isopropyl ester